tritylpentan-1-amine C(C1=CC=CC=C1)(C1=CC=CC=C1)(C1=CC=CC=C1)C(CCCC)N